4-[Tert-butyl(dimethyl)silyl]oxybutanoic acid [Si](C)(C)(C(C)(C)C)OCCCC(=O)O